N-(3,3-difluorocyclobutyl)-3'-methyl-1',2',3',6'-tetrahydro-[3,4'-bipyridine]-6-carboxamide FC1(CC(C1)NC(=O)C1=CC=C(C=N1)C=1C(CNCC1)C)F